NC1=NC=2C=CC=CC2C2=C1N=C(N2CC(C)(C)OCCNC(CCN2C(C=CC2=O)=O)=O)COCC N-(2-((1-(4-amino-2-(ethoxymethyl)-1H-imidazo[4,5-c]quinolin-1-yl)-2-methylpropan-2-yl)oxy)ethyl)-3-(2,5-dioxo-2,5-dihydro-1H-pyrrol-1-yl)propanamide